tert-butyl (4-(4-amino-2-butyl-1H-imidazo[4,5-d]thieno[3,2-b]pyridin-1-yl)butyl)carbamate NC1=C2C(=C3C(=N1)C=CS3)N(C(=N2)CCCC)CCCCNC(OC(C)(C)C)=O